N-(tert-butyl)-2,3-dichloro-4-hydroxy-6-(1H-pyrazol-1-yl)benzamide C(C)(C)(C)NC(C1=C(C(=C(C=C1N1N=CC=C1)O)Cl)Cl)=O